C(=C)OC(C(CCCC)CC)=O vinyl-2-ethyl-hexanoate